2-(3-bromophenyl)-2-cyclobutyl-acetic acid methyl ester COC(C(C1CCC1)C1=CC(=CC=C1)Br)=O